3-((tert-butyldimethylsilyl)oxy)-N-(2-fluoro-5-nitrobenzyl)-N-methylpropan-1-amine [Si](C)(C)(C(C)(C)C)OCCCN(C)CC1=C(C=CC(=C1)[N+](=O)[O-])F